tert-butyl (1R,3S,5R)-3-carbamoyl-2-azabicyclo[3.1.0]hexane-2-carboxylate C(N)(=O)[C@H]1N([C@@H]2C[C@@H]2C1)C(=O)OC(C)(C)C